(1S,2R)-N-(6-(1-((3S,4S)-4-fluoro-3-methyltetrahydrofuran-3-yl)piperidin-4-yl)-7-methylisoquinolin-3-yl)-5-oxaspiro[2.4]heptane-1-carboxamide F[C@H]1[C@@](COC1)(C)N1CCC(CC1)C=1C=C2C=C(N=CC2=CC1C)NC(=O)[C@H]1CC12COCC2